1-(3-methoxybenzyl)-1-(3-morpholinophenylmethyl)thiourea COC=1C=C(CN(C(=S)N)CC2=CC(=CC=C2)N2CCOCC2)C=CC1